triflic acid 1-azabicyclo[3.3.1]non-3-en-4-yl ester N12CC=C(C(CCC1)C2)OS(=O)(=O)C(F)(F)F